FC(N1C(=NC2=C1C=CC=C2)N2CCC(CC2)NC=2C=C1C(=NN(C1=CC2)C2=CC(=CC=C2)C(F)(F)F)C)F N-(1-(1-(difluoromethyl)-1H-benzo[d]imidazol-2-yl)piperidin-4-yl)-3-methyl-1-(3-(trifluoromethyl)phenyl)-1H-indazol-5-amine